6-(2-Methyl-3-(4-(trifluoromethyl)phenyl)propyl)-2-thia-6-azaspiro[3.4]octane 2,2-dioxide CC(CN1CC2(CS(C2)(=O)=O)CC1)CC1=CC=C(C=C1)C(F)(F)F